acetyl-4-chloro-2,5-dimethoxyaniline C(C)(=O)NC1=C(C=C(C(=C1)OC)Cl)OC